[2H]C(N(C)C)CC1=CNC2=CC=CC=C12 α-deutero-N,N-dimethyltryptamine